C1(=CC=CC=C1)C1=C2N(C3=CC=CC=C13)C(C1=CC=CC=C12)=O 11-phenyl-6H-isoindolo[2,1-a]Indol-6-one